6-(5-(4-(azetidin-1-yl)piperidin-1-yl)-3-isopropyl-4-methyl-1H-pyrrolo[2,3-c]pyridin-2-yl)-8-methoxy-[1,2,4]triazolo[1,5-a]pyridine N1(CCC1)C1CCN(CC1)C=1C(=C2C(=CN1)NC(=C2C(C)C)C=2C=C(C=1N(C2)N=CN1)OC)C